C1(CC1)COC1=C(C=CC(=N1)C(=O)NC(C(=O)OCC)(CC)CC)N1CC(C1)OC Ethyl 2-(6-(cyclopropylmethoxy)-5-(3-methoxyazetidin-1-yl) pyridinamido)-2-ethylbutyrate